5-methyl-2-oxo-1,2-dihydropyridin CC=1C=CC(NC1)=O